C(#N)C=1C=C(C=C2CCC=C(C12)OS(=O)(=O)C(F)(F)F)F trifluoromethanesulfonic acid 8-cyano-6-fluoro-3,4-dihydro-naphthalen-1-yl ester